(M)-1-(6-(4-(3-chloro-5-hydroxy-2-methylphenyl)-3,7,7-trimethyl-7,8-dihydro-5H-pyrano[4,3-b]pyridin-2-yl)-2,6-diazaspiro[3.4]octan-2-yl)-2-propen-1-one ClC=1C(=C(C=C(C1)O)C1=C2C(=NC(=C1C)N1CC3(CN(C3)C(C=C)=O)CC1)CC(OC2)(C)C)C